FC1=C2C=C(NC2=C(C=C1)F)C(=O)O 4,7-Difluoro-1H-indole-2-carboxylic acid